COCCNC(OC1(CCCCC1)C(N(C[C@@H]1CC[C@H](CC1)C1=CC(=C(C=C1)OC)C)C1=CC(=CC=C1)C=1C=NN(C1)C1CC1)=O)=O trans-((3-(1-Cyclopropyl-1H-pyrazol-4-yl)phenyl)((trans-4-(4-methoxy-3-methylphenyl)cyclohexyl)methyl)carbamoyl)-cyclohexyl (2-methoxyethyl)carbamate